COC(\C(=C\OC)\C1=C(C=CC=C1)OC1=NC=NC(=C1)OC1=C(C=CC=C1)N=[N+]=[N-])=O.C(C)N(CC)CC1=C(CNC(=O)C=2C=C(C=CC2)C(C(=O)N)C(=O)N)C=CC=C1 (3-((2-((diethylamino)methyl)benzyl)carbamoyl)phenyl)malonamide methyl-(E)-2-{2-[6-(2-azidophenoxy)pyrimidin-4-yloxy]phenyl}-3-methoxyacrylate